5-bromo-4-chloro-3-ethyl-3H-imidazo[4,5-c]pyridine BrN1C(=C2C(C=C1)=NCN2CC)Cl